2-acetyl-D-Glucosamine C(C)(=O)[C@@]1(C(O)O[C@@H]([C@H]([C@@H]1O)O)CO)N